2-methylpropan-2-enoic acid pyridin-4-yl ester N1=CC=C(C=C1)OC(C(=C)C)=O